C(#N)C1=C(C=C(C(=C1)I)O)C(C(=O)OC)C methyl 2-(2-cyano-5-hydroxy-4-iodophenyl)propanoate